ClC=1C=C(CCN2N=NC(=C2)CN2N=NN=C2)C=CC1Cl 1-((1-(3,4-dichlorophenethyl)-1H-1,2,3-triazol-4-yl)methyl)-1H-tetrazole